7-(2-((4-Amino-3-(3-hydroxyphenyl)-1H-pyrazolo[3,4-d]pyrimidin-1-yl)methyl)-3-(2-chloro-benzyl)-4-oxo-3,4-dihydroquinazolin-5-yl)hept-6-ynoic acid NC1=C2C(=NC=N1)N(N=C2C2=CC(=CC=C2)O)CC2=NC1=CC=CC(=C1C(N2CC2=C(C=CC=C2)Cl)=O)C#CCCCCC(=O)O